N-(2-(4-(4-cyclopropylpiperazin-1-yl)piperidin-1-yl)-5-((6-(3-(3-(3,3-dimethylbut-1-yn-1-yl)phenyl)isoxazolidin-2-yl)pyrimidin-4-yl)amino)-4-methoxyphenyl)-acrylamide C1(CC1)N1CCN(CC1)C1CCN(CC1)C1=C(C=C(C(=C1)OC)NC1=NC=NC(=C1)N1OCCC1C1=CC(=CC=C1)C#CC(C)(C)C)NC(C=C)=O